(pyridazin-3-yl)-5-(trifluoromethyl)-1H-pyrazole-4-carboxamide N1=NC(=CC=C1)N1N=CC(=C1C(F)(F)F)C(=O)N